methyl 2-[(1s,2s)-1-cyano-2-fluoro-cyclopropyl]-4-(trifluoromethyl)benzoate C(#N)[C@@]1([C@H](C1)F)C1=C(C(=O)OC)C=CC(=C1)C(F)(F)F